C(CCC)(NC(=O)N)NC(=O)N butylidenediurea